6-ACETAMIDOHEXANAL C(C)(=O)NCCCCCC=O